[Zn].[V] vanadium zinc